FC1=NC(=CC=C1N1CCN(CC1)CC=1C=CC=2C3=C(C(NC2C1F)=O)OC=C3)C=3NC(=CN3)C 7-((4-(2-fluoro-6-(5-methyl-1H-imidazol-2-yl)pyridin-3-yl)piperazin-1-yl)methyl)-6-fluorofuro[2,3-c]quinolin-4(5H)-one